isothiazolo[5,4-d]isothiazole S1N=CC2=C1C=NS2